2-(2-ethylpiperidin-1-yl)ethan-1-ol C(C)C1N(CCCC1)CCO